O=CC(C)C(C(=O)N)CCCC(=O)N 1-oxopropan-2-yl-hexanediamide